ClC=1C(=NC=CC1)C(=O)OCC Ethyl 3-chloropyridine-2-carboxylate